N-(3-((S)-2,2-difluorocyclopropyl)-1H-pyrazol-5-yl)-2-(1-(3,5-difluorophenyl)-1H-pyrazol-4-yl)propanamide FC1([C@@H](C1)C1=NNC(=C1)NC(C(C)C=1C=NN(C1)C1=CC(=CC(=C1)F)F)=O)F